O1CCC2=C1C=CC=C2C2C(C2)=CNC(CC)=O trans-N-[[2-(2,3-dihydrobenzofuran-4-yl)cyclopropyl-1-yl]methyl]propanamide